ClC1=C(C=C2C=C(N=CC2=C1)NC(=O)C1[C@H]2CCOC[C@H]12)C1CCN(CC1)[C@]1(COC[C@H]1F)C (1S,6S)-N-(7-chloro-6-(1-((3S,4S)-4-fluoro-3-methyltetrahydrofuran-3-yl)piperidin-4-yl)isoquinolin-3-yl)-3-oxabicyclo[4.1.0]heptane-7-carboxamide